FC(C(=O)O)(F)F.BrC1=CC(=C(C=C1C)C=C1CNC1)F 3-[(4-bromo-2-fluoro-5-methyl-phenyl)methylene]azetidine, trifluoroacetate salt